2-Ethylhexyl acrylate (ethylhexylacrylate) C(C)C=C(C(=O)O)CCCCCC.C(C=C)(=O)OCC(CCCC)CC